C(C(=O)[O-])(=O)[O-].[Ru+3].C(C(=O)[O-])(=O)[O-].C(C(=O)[O-])(=O)[O-].[Ru+3] Ruthenium Oxalate